C(C=C)(=O)OCC(CC)C 2-methylbutyl acrylate